5-((2-(6-fluoropyridin-2-yl)-2-azaspiro[3.3]hept-6-yl)oxy)-N-methyl-7-(trifluoromethyl)thieno[3,2-b]pyridine-3-carboxamide FC1=CC=CC(=N1)N1CC2(C1)CC(C2)OC2=CC(=C1C(=N2)C(=CS1)C(=O)NC)C(F)(F)F